Phosphit P([O-])([O-])[O-]